1-methyl-5-oxo-N-(5-(4-(trifluoromethyl)phenoxy)benzofuran-7-yl)pyrrolidine-2-carboxamide (R)-2-amino-5-(4-chlorophenyl)-4-oxo-4,5-dihydrofuran-3-yl-5-d-propane-1-sulfonate NC=1O[C@](C(C1OS(=O)(=O)CCC)=O)([2H])C1=CC=C(C=C1)Cl.CN1C(CCC1=O)C(=O)NC1=CC(=CC=2C=COC21)OC2=CC=C(C=C2)C(F)(F)F